N(=[N+]=[N-])[C@H]1[C@@](C(N(C1)CC1=CC=C(C=C1)OC)=O)(C)F |r| rac-(3R,4R)-4-Azido-3-fluoro-1-[(4-methoxyphenyl)methyl]-3-methylpyrrolidin-2-one